C1(CC1)CNC=1N=CC2=C(N(C(C=3C=C(C=CC23)NC2CCN(CC2)C)=O)[C@@H]2CC[C@H](CC2)O)N1 trans-3-((cyclopropylmethyl)amino)-5-(4-hydroxycyclohexyl)-8-((1-methylpiperidin-4-yl)amino)pyrimido[4,5-c]isoquinolin-6(5H)-one